2-(1,4-dioxaspiro[4.5]decane-7-en-8-yl)nicotinaldehyde O1CCOC12CC=C(CC2)C2=C(C=O)C=CC=N2